trans-1,2-bis(tributylstannyl)ethylene C(CCC)[Sn](\C=C\[Sn](CCCC)(CCCC)CCCC)(CCCC)CCCC